FC1=CC=C2C=CN(C2=C1)S(=O)(=O)C 6-fluoro-1-(methylsulfonyl)-1H-indol